tert-Butyl 3-formyl-1H-indole-1-carboxylate C(=O)C1=CN(C2=CC=CC=C12)C(=O)OC(C)(C)C